FC1=CC=C(C=C1)NN1NN=CC(=C1)NC1=CC=C(C=C1)F 3,5-di-(4-fluorophenyl)aminotriazine